ethyl 1-methyl-4,5,6,7-tetrahydro-1H-pyrrolo[3,2-C]pyridine-2-carboxylate CN1C(=CC=2CNCCC21)C(=O)OCC